C1(=CC=CC=C1)[C@H]1N(N=CC1)C=O [(3S)-3-phenyl-3,4-dihydropyrazol-2-yl]methanone